ON1C(C=C(C=C1)NC=1OC(=NN1)C1=CC=C(C=C1)C(F)(F)F)=O 1-Hydroxy-4-((5-[4-(trifluoromethyl)phenyl]-1,3,4-oxadiazol-2-yl)amino)-1,2-dihydropyridin-2-one